tert-butyl (3R)-3-[[2-[(Z)-3-[tert-butyl(dimethyl)silyl]oxyprop-1-enyl]thieno[3,2-c]pyridin-4-yl]-[2-fluoro-4-(1-methyltriazol-4-yl)benzoyl]amino]piperidine-1-carboxylate [Si](C)(C)(C(C)(C)C)OC\C=C/C1=CC=2C(=NC=CC2S1)N([C@H]1CN(CCC1)C(=O)OC(C)(C)C)C(C1=C(C=C(C=C1)C=1N=NN(C1)C)F)=O